FC1=C(N=C2SC=CN21)C(=O)OCC Ethyl 5-fluoroimidazo[2,1-b]thiazole-6-carboxylate